copper tartarate copper lactate C(C(O)C)(=O)[O-].[Cu+2].C(C(O)C(O)C(=O)[O-])(=O)[O-].[Cu+2]